1-((1H-imidazol-4-yl)methyl)-6-chloro-7-(5,7-dihydro-6H-pyrrolo[3,4-b]pyridin-6-yl)-4-oxo-1,4-dihydroquinoline-3-carboxylic acid N1C=NC(=C1)CN1C=C(C(C2=CC(=C(C=C12)N1CC2=NC=CC=C2C1)Cl)=O)C(=O)O